COC1=C(C=C(C=N1)NC(C=C)=O)\C=C\[C@H]1CO[C@@H](CC1)C(F)(F)F N-(6-methoxy-5-((E)-2-((3S,6S)-6-(trifluorometh-yl)tetrahydro-2H-pyran-3-yl)vinyl)pyridin-3-yl)acryl-amide